N-(3-methoxyphenyl)-2-(1H-pyrazol-4-yl)-1H-pyrrolo[3,2-c]pyridin-6-amine COC=1C=C(C=CC1)NC1=CC2=C(C=N1)C=C(N2)C=2C=NNC2